ethyl (2S)-2-[[(2S)-2-amino-4-[6-[bis(2-chloroethyl)amino]-3-methyl-imidazo[4,5-b]pyridin-2-yl]butanoyl]amino]-4-methyl-pentanoate N[C@H](C(=O)N[C@H](C(=O)OCC)CC(C)C)CCC1=NC=2C(=NC=C(C2)N(CCCl)CCCl)N1C